(S)-3-(1-(6-ethoxy-5-methoxypyridin-2-yl)-2-(methylsulfonyl)ethyl)-6-(o-tolyl)-1H-imidazo[4,5-b]pyridin-2(3H)-one C(C)OC1=C(C=CC(=N1)[C@@H](CS(=O)(=O)C)N1C(NC=2C1=NC=C(C2)C2=C(C=CC=C2)C)=O)OC